4-((4-(3-(3-methoxy-3-oxopropoxy)propanamido)benzyl)amino)-4-oxobutanoic acid COC(CCOCCC(=O)NC1=CC=C(CNC(CCC(=O)O)=O)C=C1)=O